propanaminium C(CC)[NH3+]